F[C@H](C1(COC1)C=1C=C(C=CC1)N1C(C2=CC(=CC(=C2C1)C(F)(F)F)CN1C[C@H](N(CC1)C)C(C)C)=O)C1=NN=CN1C 2-(3-(3-((R)-fluoro(4-methyl-4H-1,2,4-triazol-3-yl)methyl)oxetan-3-yl)phenyl)-6-(((R)-3-isopropyl-4-methylpiperazin-1-yl)methyl)-4-(trifluoromethyl)isoindolin-1-one